CC(=O)N[C@@H]1[C@H]([C@@H]([C@H](O[C@H]1O[C@@H]2[C@H]([C@H]([C@H](O[C@H]2O)CO)O)O)CO)O)O The molecule is an amino disaccharide consisting of beta-D-galactopyranose and 2-acetamido-2-deoxy-beta-D-glucopyranose residuces linked in sequence by a (1->2) glycosidic bond. It is an amino disaccharide and a member of acetamides. It derives from a N-acetyl-beta-D-glucosamine and a beta-D-galactose.